[Si](C)(C)(C(C)(C)C)O[C@@H]1CC[C@H](CC1)C(=O)N(C[C@@H]1CC[C@H](CC1)C1=CC(=C(C=C1)OC)C)C1=CC(=CC=C1)C1=CC(=NS1)C1CC1 trans-4-((tert-butyldimethylsilyl)oxy)-N-(3-(3-cyclopropylisothiazol-5-yl)phenyl)-N-((trans-4-(4-methoxy-3-methylphenyl)cyclohexyl)methyl)cyclohexanecarboxamide